N=1NBCC1 2,4-dihydro-3H-1,2,3-diazaborole